[Br-].C1(CCCC1)[C@@](C(=O)OC1C[N+](CC1)(C)CC(=O)OCC)(O)C1=CC=CC=C1 (2R,1'R,3'R)-3-(2-cyclopentyl-2-phenyl-2-hydroxyacetoxy)-1-(ethoxycarbonylmethyl)-1-methylpyrrolidinium bromide